iodoboric acid B(O)(O)I